1,1,1,3,3,3-hexafluoro-propan-2-yl (±)-1-((4-meth-yltetrahydro-2H-pyran-4-yl)carbamoyl)-6-azaspiro-[2.5]octane-6-carboxylate CC1(CCOCC1)NC(=O)[C@@H]1CC12CCN(CC2)C(=O)OC(C(F)(F)F)C(F)(F)F |r|